5-(2-bromo-6-chloropyridin-4-yl)-6-(methoxymethyl)-1,2,3,6-tetrahydropyrazine BrC1=NC(=CC(=C1)C1=NCCNC1COC)Cl